Dimethoxytetrahydrofuran COC1CCC(O1)OC